C[Sn](C1=NC(=NC=C1)C)(C)C trimethyl-(2-methylpyrimidin-4-yl)stannane